F[C@H]1C[C@H](C=C2C1=NC=C2)C2=CC=CC=C2 (5R,7S)-7-fluoro-5-phenyl-6,7-dihydro-5H-pyrrolobenzene